C(C)OC(C1=C(C=CC=C1)N1CCCC2=C1N=NC=C2C)=O 4-methyl-5H,6H,7H,8H-pyrido[2,3-c]Pyridazin-8-yl-benzoic acid ethyl ester